ClC=1C=C(C=CC1)[C@@H](C)C1COCCC1(C(=O)N)N1C[C@@H](CC1)OC1=CC(=CC=C1)C(F)(F)F M-((S)-1-(3-Chlorophenyl)ethyl)-4-((R)-3-(3-(trifluoromethyl)phenoxy)pyrrolidin-1-yl)tetrahydro-2H-pyran-4-carboxamide